N-(2-(2-methylpiperazin-1-yl)pyrimidin-4-yl)-1H-indazol-5-amine CC1N(CCNC1)C1=NC=CC(=N1)NC=1C=C2C=NNC2=CC1